1-(4-(1-(2,6-difluorophenyl)azetidin-3-yl)-2,6-dimethylbenzyl)-3-methylazetidin-3-ol FC1=C(C(=CC=C1)F)N1CC(C1)C1=CC(=C(CN2CC(C2)(O)C)C(=C1)C)C